(2,6-dichlorobenzyl)trimethylammonium ClC1=C(C[N+](C)(C)C)C(=CC=C1)Cl